1-(3-((tetrahydro-2H-pyran-2-yl)oxy)phenyl)ethan-1-one O1C(CCCC1)OC=1C=C(C=CC1)C(C)=O